FC(C=1C=CC(=NC1)C=1C=2N(C3=CC=C(C=C3N1)N)C=CC2)(F)F 4-(5-(trifluoromethyl)pyridin-2-yl)pyrrolo[1,2-a]quinoxalin-7-amine